NC=1C(=NN(C1C(=O)OCC)CC1=C(C=C(C=C1)C(=O)OC)OC)C ethyl 4-amino-1-(2-methoxy-4-(methoxycarbonyl)benzyl)-3-methyl-1H-pyrazole-5-carboxylate